ethyl 2-(4-bromo-2,6-dimethylphenoxy)acetate BrC1=CC(=C(OCC(=O)OCC)C(=C1)C)C